2-chloro-3-(3-biphenylyl)quinoxaline ClC1=NC2=CC=CC=C2N=C1C=1C=C(C=CC1)C1=CC=CC=C1